ClC=1C=C(C=C(C1)S(=O)(=O)C)NC(=O)C=1SC(=C(C1)C1=NC=C(C=C1OC1CCC1)N1CC(C1)(F)F)C N-(3-chloro-5-(methylsulfonyl)phenyl)-4-(3-cyclobutoxy-5-(3,3-difluoroazetidin-1-yl)pyridin-2-yl)-5-methylthiophene-2-carboxamide